ClC1=C(C=CC=C1)N1C(N=C(C2=CC=C(C=C12)C1CC1)NC=1C=NC(=CC1)OC)=O 1-(2-chlorophenyl)-7-cyclopropyl-4-((6-methoxypyridin-3-yl)amino)quinazolin-2(1H)-one